COC=1C(=C2NC(C(=NC2=CC1)CCC(=O)O)=O)C(=O)N1CCCC2=CC=CC=C12 3-(6-methoxy-3-oxo-5-(1,2,3,4-tetrahydroquinoline-1-carbonyl)-3,4-dihydroquinoxalin-2-yl)propanoic acid